N-[4-(2,4-dioxo-1,2,3,4-tetrahydronaphtho-[1,2-b][1,4]-diazepin-5-yl)phenyl]-N-Methyl-2-nitrobenzenesulfonamide O=C1CC(N(C2=C(N1)C1=CC=CC=C1C=C2)C2=CC=C(C=C2)N(S(=O)(=O)C2=C(C=CC=C2)[N+](=O)[O-])C)=O